ClC=1C=CC(=NC1)C1(CCNCC1)NS(=O)(=O)C=1C=NC(=CC1)OC(C)C N-(4-(5-chloropyridin-2-yl)piperidin-4-yl)-6-isopropoxypyridine-3-sulfonamide